[Cl-].COC(=O)NC1=CC(=NC=N1)N1N=CN=C1[C@H](C)[NH3+] [(1S)-1-[2-[6-(methoxycarbonylamino)pyrimidin-4-yl]-1,2,4-triazol-3-yl]ethyl]ammonium chloride